CN1C(CCC1)CC N-methyl-ethyl-pyrrolidine